CN1C(CC(CC1(C)C)C(C(=O)O)(CCCCCCCC(=O)O)C1CC(N(C(C1)(C)C)C)(C)C)(C)C.CN1C(CC(CC1(C)C)OC(CCCCCCCCC(=O)OC1CC(N(C(C1)(C)C)C)(C)C)=O)(C)C.N1(N=CC=C1)CCCCNC(=O)C1=NOC(=C1)C1=CC=C(C=C1)C N-(4-(1H-pyrazol-1-yl)butyl)-5-(p-tolyl)isoxazole-3-carboxamide bis[N-methyl-2,2,6,6-tetramethyl-4-piperidinyl]sebacate (bis-[N-methyl-2,2,6,6-tetramethyl-4-piperidinyl]sebacate)